[Cu](O)O.[Sn] tin-copper hydroxide